OC[C@H]1O[C@H](CN(C1)C(C1=CC=CC=C1)(C1=CC=CC=C1)C1=CC=CC=C1)N1C2=NC=NC(=C2N=C1)NC(C1=CC=CC=C1)=O N-{9-[(2R,6S)-6-(hydroxymethyl)-4-tritylmorpholin-2-yl]purin-6-yl}benzamide